C1(=CC=CC=C1)C(C)CC(=O)O.C(C)(=O)OC=CC1=CC=CC=C1 styrenyl acetate (1-phenylethyl acetate)